NC1=C(C=C(C=N1)C=1C=C2N(N1)CC[C@]21CN(CC1)C(=O)NCC)OCC1=CC=NN1C |r| (rac)-2'-{6-amino-5-[(1-methyl-1H-pyrazol-5-yl)methoxy]pyridin-3-yl}-N-ethyl-5',6'-dihydrospiro[pyrrolidine-3,4'-pyrrolo[1,2-b]pyrazole]-1-carboxamide